NCC1CN(CC1)C(=O)N1CCN(CC1)C(=O)C1=C(C=C(C=C1)NC(=O)C=1N(C(=CN1)C=1C(=NN(C1)CC#N)C(F)(F)F)C)CC N-[4-[4-[3-(aminomethyl)pyrrolidine-1-carbonyl]piperazine-1-carbonyl]-3-ethylphenyl]-5-[1-(cyanomethyl)-3-(trifluoromethyl)pyrazol-4-yl]-1-methylimidazole-2-carboxamide